5-[[2-fluoro-4-(4-butylcyclohexyl)phenyl]difluoromethoxy]-1,2,3-trifluorobenzene FC1=C(C=CC(=C1)C1CCC(CC1)CCCC)C(OC=1C=C(C(=C(C1)F)F)F)(F)F